maleimido-propionamide C1(C=CC(N1C(C(=O)N)C)=O)=O